trimethyl-[2-(2-methylpropan-2-enamido)ethyl]ammonium chloride [Cl-].C[N+](CCNC(C(=C)C)=O)(C)C